1-allyl-2,3-dimethylimidazole hexafluoroantimonate F[Sb-](F)(F)(F)(F)F.C(C=C)N1C(N(C=C1)C)C